3'-ethoxy-5-hydroxy-4'-(3-(4-methoxybenzyl)-7-oxo-6,7-dihydro-3H-[1,2,3]triazolo[4,5-d]pyrimidin-5-yl)-[1,1'-biphenyl]-3-carboxylic acid C(C)OC=1C=C(C=CC1C=1NC(C2=C(N1)N(N=N2)CC2=CC=C(C=C2)OC)=O)C2=CC(=CC(=C2)O)C(=O)O